CC=CCCC=CCCO nonane-2,6-diene-9-ol